OC1=C(C(=O)C2=CC=C(C=C2)CC)C=CC(=C1)OCC hydroxy-4-ethoxy-4'-ethylbenzophenone